OC1=C(C=C(C=C1)OCCCN1CCOCC1)C(C)=O 1-(2-hydroxy-5-(3-morpholinopropoxy)phenyl)ethan-1-one